NC1=CC(=C2C3=CC=CC=C3CCCCCC(C3=NN=C(C1=N2)O3)(O)C(F)(F)F)C(F)(F)F 21-amino-6,19-bis(trifluoromethyl)-23-oxa-3,4,22-triazatetracyclo[16.3.1.12,5.012,17]tricosa-1(22),2,4,12,14,16,18,20-octaen-6-ol